6-(1-methyl-1H-pyrazol-3-yl)picolinic acid CN1N=C(C=C1)C1=CC=CC(=N1)C(=O)O